N(=[N+]=[N-])C1=CC(=C(C=C1)OC(C)C)Cl 4-azido-2-chloro-1-isopropoxybenzene